C(C1=CC=CC=C1)OC1C(=NC=CC1=O)C 3-(benzyloxy)-2-methyl-4-oxopyridin